C(C)(C)(C)OC(=O)NC(C(=O)OCC)(C)C ethyl 2-((tert-butoxycarbonyl) amino)-2-methylpropionate